ClC1=C(C=CC(=C1)Cl)[C@@H](C)N1N=NC2=C1C=C(C=C2F)N2CC(C2)[C@@H]2CN(CCC2)C2CC(C2)(C(=O)O)C (1R,3r)-3-((R)-3-(1-(1-((R)-1-(2,4-dichlorophenyl)ethyl)-4-fluoro-1H-benzo[d][1,2,3]triazol-6-yl)azetidin-3-yl)piperidin-1-yl)-1-methylcyclobutane-1-carboxylic acid